10-oxo-10-(4-(5-phenyl-4,5-dihydro-1H-pyrazole-1-carbonyl)piperidin-1-yl)decanoic acid O=C(CCCCCCCCC(=O)O)N1CCC(CC1)C(=O)N1N=CCC1C1=CC=CC=C1